5-chloro-N-(N-acetyl-4,5-dihydro-1H-imidazole-2-yl)-2,1,3-benzothiadiazole-4-amine ClC1=C(C=2C(=NSN2)C=C1)NC=1N(CCN1)C(C)=O